3-[5-[[4-[4-[(3R,5R)-5-[(5-chloro-1-methyl-6-oxo-pyridazin-4-yl)amino]-1-methyl-3-piperidyl]benzoyl]piperazin-1-yl]methyl]-1-oxo-isoindolin-2-yl]piperidine-2,6-dione ClC1=C(C=NN(C1=O)C)N[C@@H]1C[C@@H](CN(C1)C)C1=CC=C(C(=O)N2CCN(CC2)CC=2C=C3CN(C(C3=CC2)=O)C2C(NC(CC2)=O)=O)C=C1